C(C)(C)(C)OC(=O)[C@@H]1[C@H](C1)COCC1=CC=CC=C1 (1S,2S)-2-((benzyloxy)methyl)cyclopropane-1-carboxylic acid tert-butyl ester